FC(SC1=CC=C(C=C1)C1(CC1)C1=NOC(=N1)CC(C(=O)NCC(=O)O)=C)(F)F (2-((3-(1-(4-((trifluoromethyl)thio)phenyl)cyclopropyl)-1,2,4-oxadiazol-5-yl)methyl)acryloyl)glycine